C(CCCCC)N(CCCCCC)CC(=O)OCCCCC 1-amyl N,N-dihexylaminoacetate